(4-(methylamino)phenyl)methanesulfonic acid CNC1=CC=C(C=C1)CS(=O)(=O)O